(4,6-dibromo-2-methoxypyridin-3-yl)formamide BrC1=C(C(=NC(=C1)Br)OC)NC=O